CC1C(CCCC1C)CC(=O)CC1C(C(CCC1)C)C 2,3-dimethylcyclohexylmethyl ketone